BrC1=CC=C(C=C1)N1N=C(C(=C1)C1=CC=C(C=C1)F)[C@@H]1O[C@H](C(N1CCC1=CC2=CC(N=C2C=C1)=O)=O)C (2S,5S)-2-(1-(4-bromophenyl)-4-(4-fluorophenyl)-1H-pyrazol-3-yl)-5-methyl-3-(2-(2-oxoindol-5-yl)ethyl)oxazolidin-4-one